N1-(4-(5-(7-fluoroquinolin-4-yl)-1-methyl-1H-imidazol-4-yl)-3,5-dimethylbenzyl)heptane-1,7-diamine FC1=CC=C2C(=CC=NC2=C1)C1=C(N=CN1C)C1=C(C=C(CNCCCCCCCN)C=C1C)C